FC=1C(=NC=C(C1)[N+](=O)[O-])N1CCNCC1 1-(3-fluoro-5-nitropyridin-2-yl)piperazine